ClC=1C=C2C=CN(C2=C(C1)C1=CC(=NC=N1)O)C 6-(5-chloro-1-methyl-1H-indol-7-yl)pyrimidin-4-ol